C(C)OC(=O)C=1OC(CC1C1=C(C=C(C=C1)OC(F)(F)F)Cl)(C(F)(F)F)C (2-chloro-4-(trifluoromethoxy)phenyl)-5-methyl-5-(trifluoromethyl)-4,5-dihydrofuran-2-carboxylic acid ethyl ester